2-phenylamino-4,6-dimercapto-triazine C1(=CC=CC=C1)NN1NC(=CC(=N1)S)S